FC(OC1=CC=C(C=C1)C1=CN=C2N1C=CN=C2NC2=CC(=C(C(=O)NCC1(CCNCC1)O)C=C2)C)F 4-[[3-[4-(difluoromethoxy)phenyl]imidazo[1,2-a]pyrazin-8-yl]amino]-N-[(4-hydroxypiperidin-4-yl)methyl]-2-methylbenzamide